(cis)-3-methyleneisobenzofuran C=C1OCC2=CC=CC=C12